F[P-](F)(F)(F)(F)F.CC(CC1=CC=C(C=C1)[IH+])C 4-(2-methylpropyl)phenyliodonium hexafluorophosphate